NC1=NC(=NC=C1)N1C[C@]([C@@](CC1)(O)C)(C)F |r| rac-(3S,4R)-1-(4-aminopyrimidin-2-yl)-3-fluoro-3,4-dimethylpiperidin-4-ol